4-(2,5-dichlorophenyl)-N-{4-[(1,3-dioxoisoindol-2-yl)methyl]-2,6-dimethylphenyl}pyrimidine-2-carboxamide ClC1=C(C=C(C=C1)Cl)C1=NC(=NC=C1)C(=O)NC1=C(C=C(C=C1C)CN1C(C2=CC=CC=C2C1=O)=O)C